lead sulfate, sodium salt [Na+].S(=O)(=O)([O-])[O-].[Pb+2]